4-Amino-7-chloro-1-(isoquinolin-5-yl)-2-oxo-1,2-dihydro-1,8-naphthyridine-3-carboxylic acid methyl ester COC(=O)C=1C(N(C2=NC(=CC=C2C1N)Cl)C1=C2C=CN=CC2=CC=C1)=O